C1(=CC=CC=C1)OC(C=1C(C(=O)[O-])=CC(C(=O)[O-])=CC1)=O phenyl-trimellitate